tert-butyl 3-((((9H-fluoren-9-yl) methoxy) carbonyl) amino)-4-((3-(4-chloro-3-fluorobenzoyl)-4,5-dimethylthiophen-2-yl)amino)-4-oxobutanoate C1=CC=CC=2C3=CC=CC=C3C(C12)COC(=O)NC(CC(=O)OC(C)(C)C)C(=O)NC=1SC(=C(C1C(C1=CC(=C(C=C1)Cl)F)=O)C)C